OC1=C(C=C(C=C1CO)C(C)(C)C1=CC(=C(C(=C1)CO)O)CO)CO 4-[2-[4-hydroxy-3,5-bis(hydroxymethyl)phenyl]propan-2-yl]-2,6-bis(hydroxymethyl)phenol